4-(hydroxymethyl)-3-methyl-1-(2-methylpyrimidin-4-yl)-1,3-dihydro-2H-imidazol-2-one OCC=1N(C(N(C1)C1=NC(=NC=C1)C)=O)C